C1[C@H](C(=NO1)[O-])[NH3+] The molecule is a zwitterion resulting from the transfer of a proton from the ring nitrogen to the primary amino group of D-cycloserine. The major species at pH 7.3. It is a tautomer of a D-cycloserine.